2-(benzylthio)-1H-benzo[d]imidazole C(C1=CC=CC=C1)SC1=NC2=C(N1)C=CC=C2